5-{[(5-chlorothiophen-2-yl)methyl]sulfanyl}-4-methyl-3-[1-(pyrrolidine-1-carbonyl)pyrrolidin-3-yl]-1-(thiophene-2-carbonyl)-1H-pyrazole ClC1=CC=C(S1)CSC1=C(C(=NN1C(=O)C=1SC=CC1)C1CN(CC1)C(=O)N1CCCC1)C